CC1=C(C=CC=C1NC2=C(C=CC=N2)C(=O)O)C(F)(F)F.CNC[C@@H]([C@H]([C@@H]([C@@H](CO)O)O)O)O The molecule is an organoammonium salt obtained by combining flunixin with one molar equivalent of 1-deoxy-1-(methylamino)-D-glucitol. A relatively potent non-narcotic, nonsteroidal analgesic with anti-inflammatory, anti-endotoxic and anti-pyretic properties; used in veterinary medicine for treatment of horses, cattle and pigs. It has a role as an antipyretic, a non-narcotic analgesic, a non-steroidal anti-inflammatory drug and an EC 1.14.99.1 (prostaglandin-endoperoxide synthase) inhibitor. It contains a flunixin(1-).